Sodium hypophosphite [PH2](=O)[O-].[Na+]